methoxypropyl-dithiocarbamic acid COCCCNC(S)=S